N,N',N',N''-Pentamethyldiethylenetriamine CN(C)CCN(C)CCN(C)C